[B].[Mg].O water magnesium boron